COC1=C(C=CC=C1OC)C=1C=C2C(=NC1)NC(N2CC2=CC=C(C=C2)F)=O 6-(2,3-dimethoxyphenyl)-1-[(4-fluorophenyl)methyl]-3H-imidazo[4,5-b]pyridin-2-one